[4-(5-tert-butyl-1,2,4-oxadiazol-3-yl)phenyl]-[6-(4-fluoropyrazol-1-yl)-2-azaspiro[3.3]heptan-2-yl]methanone C(C)(C)(C)C1=NC(=NO1)C1=CC=C(C=C1)C(=O)N1CC2(C1)CC(C2)N2N=CC(=C2)F